[1-[2-[1-(4-fluoro-2,3-dimethyl-phenyl)piperidin-1-ium-4-yl]ethyl]-5,6-dihydro-4H-cyclopenta[c]pyrazol-3-yl]-[4-(fluoromethyl)-4-hydroxy-1-piperidyl]methanone FC1=C(C(=C(C=C1)[NH+]1CCC(CC1)CCN1N=C(C2=C1CCC2)C(=O)N2CCC(CC2)(O)CF)C)C